N1CCC(CC1)CCS(=O)(=O)O 2-(piperidin-4-yl)ethanesulfonic acid